ClC=1C=C(C=CC1F)NC(N(CC=1C2=C(NN1)CCC2)C2=CC=C(C=C2)OC)=O (3-Chloro-4-fluorophenyl)-1-(4-methoxyphenyl)-1-((1,4,5,6-tetrahydrocyclopenta[c]pyrazol-3-yl)methyl)urea